isothiazolo[3,4-c]quinolin-4(5H)-one C=1SN=C2C(NC=3C=CC=CC3C21)=O